C(C#CC)N1CC(C1)C1C=2N(NCC1)C(=C(N2)C2=CC=C(C=C2)OC2=CC=CC=C2)C(=O)N 8-(1-(but-2-ynyl)azetidin-3-yl)-2-(4-phenoxyphenyl)-5,6,7,8-tetrahydroimidazo[1,2-b]pyridazine-3-carboxamide